Cl.C1(CC1)CN1[C@H]2[C@@]3(CC[C@H]([C@H]4[C@@]3(C=3C(=C(C=CC3C2)O)O4)CC1)N(C(\C=C\C1=COC=C1)=O)C)O 17-cyclopropylmethyl-3,14β-dihydroxy-4,5α-epoxy-6β-[N-methyl-trans-3-(3-furyl)-acrylamido]morphinan hydrochloride